[Si](C1=CC=CC=C1)(C1=CC=CC=C1)(C(C)(C)C)O[C@@H]1C[C@H](N(C1)C)COC=1N=C(C2=C(N1)C(=C(N=C2)C2=CC(=CC1=CC=C(C(=C21)CC)F)OCOC)F)N2CCCCC2 2-(((2S,4R)-4-((tert-butyldiphenylsilyl)oxy)-1-methylpyrrolidin-2-yl)methoxy)-7-(8-ethyl-7-fluoro-3-(methoxymethoxy)naphthalen-1-yl)-8-fluoro-4-(piperidin-1-yl)pyrido[4,3-d]pyrimidine